CC=1C(=NC=C(C1)[N+](=O)[O-])N1CCOCC1 4-(3-methyl-5-nitro-2-pyridinyl)morpholine